[Cl-].C(#N)C[C@@H](C1=CC=C(C=C1)S(=O)(=O)CC)[NH3+] ((1S)-2-cyano-1-(4-(ethylsulfonyl)phenyl)ethyl)ammonium chloride